C(C)(C)(C)OC(N(C)C=1C(=NC=C(C1)C(F)(F)F)NC=1SC=C(N1)C=1C=C2C(=CN1)OC(C2)(C)C)=O tert-butyl(2-((4-(2,2-dimethyl-2,3-dihydrofuro[2,3-c]pyridin-5-yl)thiazol-2-yl)amino)-5-(trifluoromethyl)pyridin-3-yl)(methyl)carbamate